2-morpholino-7-(pyridin-3-yl)-6,7-dihydro-5H-pyrrolo[2,3-d]pyrimidin-4-ylpiperidine-1-carboxylate O1CCN(CC1)C=1N=C(C2=C(N1)N(CC2)C=2C=NC=CC2)OC(=O)N2CCCCC2